(S)-2-((2-(4-bromo-2-chloro-6-fluorophenyl)-7-chloroimidazo[1,2-a]pyridin-3-yl)methyl)morpholine BrC1=CC(=C(C(=C1)F)C=1N=C2N(C=CC(=C2)Cl)C1C[C@H]1CNCCO1)Cl